6-chloro-1,3-dihydro-2H-indol-2-one hydrochloride Cl.ClC1=CC=C2CC(NC2=C1)=O